3-(7-(8-ethyl-7-fluoro-3-(methoxymethoxy)naphthalen-1-yl)-6,8-difluoro-2-((e)-3-hydroxy-3-methylbut-1-en-1-yl)quinazolin-4-yl)-3,8-diazabicyclo[3.2.1]octane-8-carboxylate C(C)C=1C(=CC=C2C=C(C=C(C12)C1=C(C=C2C(=NC(=NC2=C1F)\C=C\C(C)(C)O)N1CC2CCC(C1)N2C(=O)[O-])F)OCOC)F